5-tert-butyl-1H-pyrazole-3-carboxylate C(C)(C)(C)C1=CC(=NN1)C(=O)[O-]